(S)-1-(tert-butoxycarbonyl)-3-pyrrolidinol C(C)(C)(C)OC(=O)N1C[C@H](CC1)O